ClC1=C(C=CC=C1)N1C(NC=2C=NC=CC21)=O 1-(2-chlorophenyl)-1H-imidazo[4,5-c]pyridin-2(3H)-one